4-bromo-2-tert-butyl-1,3-thiazole BrC=1N=C(SC1)C(C)(C)C